N1-(2-{[(benzyloxy)carbonyl]amino}ethyl)-N2-(tert-butoxycarbonyl)-L-isoleucinamide C(C1=CC=CC=C1)OC(=O)NCCNC([C@@H](NC(=O)OC(C)(C)C)[C@@H](C)CC)=O